ClC=1C=CC=2C(N1)=CNN2 5-chloro-2H-pyrazolo[4,3-B]pyridine